C(C)NC(=S)NNC(=O)C=1C=C(C(N(C1C)C1=CC(=CC=C1)C(F)(F)F)=O)C(=O)NCC1=CC=C(C=C1)S(=O)(=O)C 5-({2-[(ethylamino)carbonothioyl]hydrazino}carbonyl)-6-methyl-N-[4-(methylsulfonyl)benzyl]-2-oxo-1-[3-(trifluoromethyl)phenyl]-1,2-dihydropyridine-3-carboxamide